5-bromo-3-(1-imidazo[1,2-a]pyridin-6-ylethyl)triazolo[4,5-b]pyrazine BrC=1N=C2C(=NC1)N=NN2C(C)C=2C=CC=1N(C2)C=CN1